N-BOC-(S)-valine C(=O)(OC(C)(C)C)N[C@@H](C(C)C)C(=O)O